tert-butyl N-[1-(2-{[2-(pyridin-3-yl)quinazolin-4-yl]amino}-2,3-dihydro-1H-inden-5-yl)-4,7,10,13-tetraoxaoctadec-1-yn-18-yl]carbamate N1=CC(=CC=C1)C1=NC2=CC=CC=C2C(=N1)NC1CC2=CC=C(C=C2C1)C#CCOCCOCCOCCOCCCCCNC(OC(C)(C)C)=O